(S)-2-methyl-N-(oxetan-3-ylidene)propane-2-sulfinamide CC(C)(C)[S@](=O)N=C1COC1